8-hydroxy-7-((s)-5H-imidazo[5,1-a]isoindol-5-yl)-5,6,7,8-tetrahydroquinoline-3-carbonitrile OC1C(CCC=2C=C(C=NC12)C#N)[C@@H]1N2C(C3=CC=CC=C13)=CN=C2